ClC1=CC=C(C=C1)CCC(C=O)=O 4-(4-chlorophenyl)-2-oxobutyraldehyde